COC(=O)C1=NC(=CC(=C1)OCC1=CC=CC=C1)C(=O)OC.C(C1=CC=CC=C1)NC(C1=CC=C(C=C1)C=1C=C2CC3(C(NC2=CC1)=O)CN(CC3)C#N)=O N-benzyl-4-(1-cyano-2'-oxo-1',4'-dihydro-2'H-spiro[pyrrolidine-3,3'-quinolin]-6'-yl)benzamide Dimethyl-4-(benzyloxy)pyridine-2,6-dicarboxylate